C(C)(C)(C)OC(NC/C(=C\F)/COC=1C=NC(=NC1)N1CCC(CC1)C(N)=O)=O N-[(E)-2-[[2-(4-carbamoyl-1-piperidinyl)pyrimidin-5-yl]oxymethyl]-3-fluoro-allyl]carbamic acid tert-butyl ester